C1(CC1)NC(=O)C=1C(N(C=2N(C1O)N=CC2C(=O)NC2CC(C2)(F)F)CC(C)C)=O N6-Cyclopropyl-N3-(3,3-difluorocyclobutyl)-7-hydroxy-4-isobutyl-5-oxo-4,5-dihydropyrazolo[1,5-a]pyrimidine-3,6-dicarboxamide